C[C@@]1(CN([C@@H](CN1)C)C(=O)OC(C)(C)C)C(=O)[O-] (3R,6R)-1-tert-butyl 3-methyl-6-methylpiperazine-1,3-dicarboxylate